OC1CCC(CC1)C(C)(C)C1CCC(CC1)O 2,2-bis-(4-hydroxycyclohexyl)propane